4-diethylamino-2'-hydroxybenzophenone C(C)N(C1=CC=C(C(=O)C2=C(C=CC=C2)O)C=C1)CC